O1C(CCCC1)OC=1C=C(C=O)C=CC1 3-((tetrahydro-2H-pyran-2-yl)oxy)benzaldehyde